(E)-4-(3-ethoxy-1-(4-fluorophenyl)-3-oxoprop-1-en-1-yl)piperidine-1-carboxylic acid tert-butyl ester C(C)(C)(C)OC(=O)N1CCC(CC1)/C(=C\C(=O)OCC)/C1=CC=C(C=C1)F